NCC1=NNC(C2=CC=C(C=C12)C=1C=NN(C1N1CC=2C=NC=CC2C1=O)C)=O 4-(aminomethyl)-6-(1-methyl-5-(1-oxo-1,3-dihydro-2H-pyrrolo[3,4-c]pyridin-2-yl)-1H-pyrazol-4-yl)phthalazin-1(2H)-one